4,7-dibromo-pyridothiadiazole BrN1C=CC(=C2C1=NNS2)Br